N-(3-(2-(tert-butyl)-5-(2-chloropyrimidin-4-yl)thiazol-4-yl)-2-fluorophenyl)-2,6-difluorobenzenesulfonamide C(C)(C)(C)C=1SC(=C(N1)C=1C(=C(C=CC1)NS(=O)(=O)C1=C(C=CC=C1F)F)F)C1=NC(=NC=C1)Cl